C(C)[C@]1(C(OCC=2C(N3CC=4N(C5=C(C=C(C=C5C(C4C3=CC21)=O)F)OCCO)C)=O)=O)O (S)-4-ethyl-8-fluoro-4-hydroxy-10-(2-hydroxyethoxy)-11-methyl-1,12-dihydro-14H-pyrano[3',4':6,7]indolizino[2,1-b]quinoline-3,6,14(4H,11H)-trione